C(C)OP(OCC)(=O)C1=CC=C(C=C1)C(Br)Br.ClP1(N(P(N(P(=NPNPN1)(Cl)Cl)Cl)(Cl)(Cl)Cl)Cl)(Cl)Cl decachlorocyclopentaphosphazene diethyl-(4-(dibromomethyl)phenyl)phosphonate